(3R)-4-amino-N-((3s,4R)-3-methoxytetrahydro-2H-pyran-4-yl)-3-methyl-N-((5-(trifluoromethyl)-2-pyridinyl)methyl)-1,3-dihydrofuro[3,4-c]quinoline-8-carboxamide NC1=NC=2C=CC(=CC2C2=C1[C@H](OC2)C)C(=O)N(CC2=NC=C(C=C2)C(F)(F)F)[C@H]2[C@@H](COCC2)OC